(1R,3S,7R,8R,9R,10S,11S,12R,Z)-3-(((tert-butyldimethylsilyl)oxy)methyl)-8-(((R)-tert-butylsulfinyl)amino)-7-methyl-13-oxa-2-thiabicyclo[7.3.1]tridec-5-ene-10,11,12-triyl tribenzoate C(C1=CC=CC=C1)(=O)O[C@H]1[C@H]2[C@@H]([C@@H](\C=C/C[C@H](S[C@H]([C@@H]([C@H]1OC(C1=CC=CC=C1)=O)OC(C1=CC=CC=C1)=O)O2)CO[Si](C)(C)C(C)(C)C)C)N[S@](=O)C(C)(C)C